Cl.COC(CC(CC1NCCC2=C1NC1=CC=C(C=C21)Cl)=O)=O methyl-4-(6-chloro-2,3,4,9-tetrahydro-1H-pyrido[3,4-b]indol-1-yl)-3-oxo-butanoate hydrochloride